[Br-].FC(C=1C=C(C=C(C1)C(F)(F)F)C[N+]12[C@@H](CC(C(C1)C=C)CC2)[C@H](O)C2=CC=NC1=CC=CC=C21)(F)F (R)-[(2S)-1-[(3,5-bis-trifluoromethylphenyl)methyl]-5-vinyl-quinuclidin-1-ium-2-yl]-(4-quinolyl)methanol bromide